ethyl 3-bromo-4-(methylsulfonyl)-4,5,6,7-tetrahydropyrazolo[1,5-a]pyrimidine-6-carboxylate BrC=1C=NN2C1N(CC(C2)C(=O)OCC)S(=O)(=O)C